C1(=CC=CC=C1)C(CS(=O)(=O)C1=CC=CC=C1)N 1-phenyl-2-(benzenesulfonyl)ethan-1-amine